3-Azidopropane-1,2-diyl distearate C(CCCCCCCCCCCCCCCCC)(=O)OCC(CN=[N+]=[N-])OC(CCCCCCCCCCCCCCCCC)=O